C(C)(C)(C)OC(=O)N[C@H]1CC[C@@H](C[C@@H]2N(C1=O)[C@@H](CC2)C(=O)O)O (3S,6S,9S,10aR)-6-((tert-butoxycarbonyl)amino)-9-hydroxy-5-oxodecahydropyrrolo[1,2-a]azocine-3-carboxylic acid